C(C=C)C=1C(=C(C#N)C(=CC1Br)F)OCOC 3-allyl-4-bromo-6-fluoro-2-(methoxymethoxy)benzonitrile